1,1-di(hydroxyphenyl)-1-phenylpentane OC1=C(C=CC=C1)C(CCCC)(C1=CC=CC=C1)C1=C(C=CC=C1)O